[Ge]=[Te] Germanium-telluride